3-(tert-butyl)-2'-((3-(tert-butyl)-2-hydroxy-5-methoxyphenyl)(3-methoxypropyl)amino)-5-methyl-[1,1'-biphenyl] C(C)(C)(C)C=1C=C(C=C(C1)C)C1=C(C=CC=C1)N(CCCOC)C1=C(C(=CC(=C1)OC)C(C)(C)C)O